benzyl D-serinate hydrochloride Cl.N[C@H](CO)C(=O)OCC1=CC=CC=C1